2-bromo-6-(methylthio)-4-(trifluoromethyl)pyridine BrC1=NC(=CC(=C1)C(F)(F)F)SC